COC=1C(=NC(=CC1)OC)C=O 3,6-dimethoxypyridine-carbaldehyde